8-tert-butyl-3-(3,5-dichlorophenyl)-2-methylimidazo[1,2-b]Pyridazine-7-carboxylic acid ethyl ester C(C)OC(=O)C1=C(C=2N(N=C1)C(=C(N2)C)C2=CC(=CC(=C2)Cl)Cl)C(C)(C)C